C(C)(C)(C)OC(=O)N1[C@H]2CC(C[C@@H]1CC2)CN2CCOCC2 (1R,3s,5S)-3-(morpholinomethyl)-8-azabicyclo[3.2.1]octane-8-carboxylic acid tert-butyl ester